1-(4-(4-(4-(2-(4-((1R,2S)-6-hydroxy-2-phenyl-1,2,3,4-tetrahydronaphthalen-1-yl)phenoxy)ethyl)piperazine-1-carbonyl)piperazin-1-yl)phenyl)dihydropyrimidine-2,4(1H,3H)-dione OC=1C=C2CC[C@@H]([C@@H](C2=CC1)C1=CC=C(OCCN2CCN(CC2)C(=O)N2CCN(CC2)C2=CC=C(C=C2)N2C(NC(CC2)=O)=O)C=C1)C1=CC=CC=C1